(1R,3R)-1-[4-[1-(3-fluoropropyl)azetidin-3-yl]oxyphenyl]-3-methyl-2-methylsulfonyl-1,3,4,9-tetrahydropyrido[3,4-b]indole FCCCN1CC(C1)OC1=CC=C(C=C1)[C@H]1N([C@@H](CC2=C1NC1=CC=CC=C21)C)S(=O)(=O)C